2-fluoro-4'-[[4-(4-pyridinylmethyl)-1-piperazinyl]methyl]-α,α-bis(trifluoromethyl)-[1,1'-biphenyl]-4-methanol FC1=C(C=CC(=C1)C(O)(C(F)(F)F)C(F)(F)F)C1=CC=C(C=C1)CN1CCN(CC1)CC1=CC=NC=C1